C(CCC)OC(=O)N1CC2CCC(C1)N2C=2C=NC(=CC2)N.COC(CP(C2=C(C=CC=C2)OC)C2=C(C=CC=C2)OC)(CP(C2=C(C=CC=C2)OC)C2=C(C=CC=C2)OC)OC 2,2-dimethoxy-1,3-bis[bis(2-methoxyphenyl)phosphino]Propane Butyl-8-(6-Aminopyridin-3-yl)-3,8-diazabicyclo[3.2.1]octane-3-carboxylate